COC1=CC=C(C=C1)N1N=C(C=C1C(=O)O)C(F)(F)F 1-(4-methoxyphenyl)-3-(trifluoromethyl)-1H-pyrazole-5-carboxylic acid